iridium oxide niobium [Nb].[Ir]=O